C(C)(C)(C)OCCCCCCCCCCC(CCC(=O)O)=O 14-(tert-butoxy)-l-4-oxotetradecanoic acid